(1R,3S)-3-(3-{[(3-methylpyridin-2-yl)acetyl]amino}-1H-pyrazol-5-yl)cyclopentyl(1-methylcyclopropyl)carbamate CC=1C(=NC=CC1)CC(=O)NC1=NNC(=C1)[C@@H]1C[C@@H](CC1)N(C([O-])=O)C1(CC1)C